N-ethyl-N-[(E)-(1-hydroxy-3H-2,1-benzoxazolin-5-yl)methyleneamino]-8-methoxy-quinazolin-4-amine C(C)N(C1=NC=NC2=C(C=CC=C12)OC)/N=C/C=1C=CC2=C(CON2O)C1